2-methyl-6-methoxy-7-nitro-1,2,3,4-tetrahydroisoquinoline CN1CC2=CC(=C(C=C2CC1)OC)[N+](=O)[O-]